2-(2-Methoxyethyl)-5-({[6-(trifluoromethyl)pyridin-2-yl]carbonyl}amino)-2H-indazole-6-carboxylic acid methyl ester COC(=O)C=1C(=CC2=CN(N=C2C1)CCOC)NC(=O)C1=NC(=CC=C1)C(F)(F)F